COC1=CC2=C(C=CN=C2C=C1OC)OC3=CC=C(C=C3)NC(=O)C4(CC4)C(=O)NC5=CC=C(C=C5)F The molecule is a dicarboxylic acid diamide that is N-phenyl-N'-(4-fluorophenyl)cyclopropane-1,1-dicarboxamide in which the hydrogen at position 4 on the phenyl ring is substituted by a (6,7-dimethoxyquinolin-4-yl)oxy group. A multi-tyrosine kinase inhibitor, used (as its malate salt) for the treatment of progressive, metastatic, medullary thyroid cancer. It has a role as a tyrosine kinase inhibitor and an antineoplastic agent. It is a member of quinolines, an organofluorine compound, an aromatic ether and a dicarboxylic acid diamide.